[NH4+].[Na+].[Si+4].O1C(CCC=C1)C(CO)C 2-(dihydro-2H-pyran-2-yl)propanol silicon sodium ammonium